N(=C=S)CCSSCCN=C=S dithiobis(2-isothiocyanatoethane)